tert-butyl (S)-4-((6-((5-fluoro-4-(5-fluoro-1-(methoxymethyl)-2,3-dihydro-1H-benzo[d]pyrrolo[1,2-a]imidazol-7-yl)pyrimidin-2-yl)-amino)pyridin-3-yl)methyl)piperazine-1-carboxylate FC=1C(=NC(=NC1)NC1=CC=C(C=N1)CN1CCN(CC1)C(=O)OC(C)(C)C)C1=CC2=C(N=C3N2[C@@H](CC3)COC)C(=C1)F